N-[4-(Chlorodifluoromethoxy)phenyl]-1-(2,3-difluorophenyl)-6-oxo-1,6-dihydropyridine-3-carboxamide ClC(OC1=CC=C(C=C1)NC(=O)C1=CN(C(C=C1)=O)C1=C(C(=CC=C1)F)F)(F)F